CC1=C(OC(C(=O)O)(C)C)C(=CC(=C1)\C=C\C(=O)C=1OC2=C(C1C)C=CC(=C2)SC(C)C)C (E)-2-(2,6-dimethyl-4-(3-(3-methyl-6-(isopropylthio)benzofuran-2-yl)-3-oxoprop-1-en-1-yl)phenoxy)-2-methylpropanoic acid